N1(CCCCC1)CCCOC=1C=C2C=CN(C2=CC1)S(=O)(=O)C1=CC=C(C(=O)NNCCC)C=C1 4-((5-(3-(Piperidin-1-yl)propoxy)-1H-indol-1-yl)sulfonyl)-N'-propylbenzohydrazide